1-(4-(3-(4-(2,6-dichloro-3,5-dimethoxyphenyl)-8-((2,2,2-trifluoroethyl)amino)-[1,2,4]triazolo[1',5':1,6]pyrido[2,3-d]pyrimidin-2-yl)propyl)piperazin-1-yl)prop-2-en-1-one ClC1=C(C(=C(C=C1OC)OC)Cl)C1=CC=2C(=NC(=NC2)NCC(F)(F)F)N2C1=NC(=N2)CCCN2CCN(CC2)C(C=C)=O